C1(=CC=CC=C1)N(C=1C=CC2=C(SC3=C2C=CC=C3)C1)C1=CC=CC=C1 N,N-diphenyl-dibenzo[b,d]thiophen-3-amine